N,N,N-trimethylpyrrolidin-3-aminium C[N+](C1CNCC1)(C)C